4-chloro-7-iodopyrrolo[2,1-f][1,2,4]triazine ClC1=NC=NN2C1=CC=C2I